1-vinyl-3-methylimidazole bistrifluoromethanesulfonimide salt [N-](S(=O)(=O)C(F)(F)F)S(=O)(=O)C(F)(F)F.C(=C)N1CN(C=C1)C